N1(CCCC1)C=1C=CC=2C3(C4=CC=C(C=C4OC2C1)N1CCCC1)NC(C1=CC=CC=C13)=O 3',6'-di(pyrrolidin-1-yl)spiro[isoindoline-1,9'-xanthen]-3-one